COP(OC)(=O)CC1=CC(=CC(=C1)OC)CN1C2=NC(=NC(=C2N=C1OC)N)OCCO (3-((6-amino-2-(2-hydroxyethoxy)-8-methoxy-9H-purin-9-yl)methyl)-5-methoxybenzyl)phosphonic acid dimethyl ester